CC1=NNC(=C1C=1C=CC=C2C(=C(N(C12)CCN1CCOCC1)C(=O)OC(C)(C)C)CCCOC1=CC=CC2=CC=CC=C12)C tert-butyl 7-(3,5-dimethyl-1H-pyrazol-4-yl)-1-(2-morpholinoethyl)-3-(3-(naphthalen-1-yloxy)propyl)-1H-indole-2-carboxylate